pyridinium 2,2-dichloroacetate salt ClC(C(=O)[O-])Cl.[NH+]1=CC=CC=C1